N-(3-(1H-imidazol-1-yl)-1H-indazol-5-yl)-5-cyano-3-methylpicolinamide N1(C=NC=C1)C1=NNC2=CC=C(C=C12)NC(C1=NC=C(C=C1C)C#N)=O